6-(but-3-en-1-yl)-2'-chloro-4-((3,5-difluoropyridin-2-yl)methoxy-d2)-3'-fluoro-5'-vinyl-2H-[1,4'-bipyridin]-2-one C(CC=C)C1=CC(=CC(N1C1=C(C(=NC=C1C=C)Cl)F)=O)OC([2H])([2H])C1=NC=C(C=C1F)F